N-Boc-2-(2-amino-ethoxy)ethylamine C(=O)(OC(C)(C)C)NCCOCCN